C(C)OC(=O)C=1C(C=C2N(C(CC3=CC(=C(C=C23)OC)C=2C=NC(=CC2C)F)C(C)(C)C)C1)=O 6-tert-butyl-9-(6-fluoro-4-methylpyridin-3-yl)-10-methoxy-2-oxo-6,7-dihydro-2H-pyrido[2,1-a]isoquinoline-3-carboxylic acid ethyl ester